C(C=C)OC(=O)C=1C(NC(NC1C1=C(C(=CC=C1)OC1CC1)[N+](=O)[O-])=O)=O cyclopropyloxynitrophenyluracilcarboxylic acid allyl ester